C(C)(C)(C)OC(N[C@H](\C=C\S(=O)(=O)C)CC)=O.C1(=CC=CC=C1)C1=CC(=NC=C1)\C=C/1\C(NC(S1)=O)=O (Z)-5-((4-phenylpyridin-2-yl)methylene)thiazolidine-2,4-dione tert-butyl-N-[(E,1S)-1-ethyl-3-methylsulfonyl-allyl]carbamate